9-(5-(3-cyano-6-(1-methyl-1H-pyrazol-4-yl)pyrazolo[1,5-a]pyridin-4-yl)pyridin-2-yl)-2,9-diazaspiro[5.5]undecane-2-carboxylic acid tert-butyl ester C(C)(C)(C)OC(=O)N1CC2(CCC1)CCN(CC2)C2=NC=C(C=C2)C=2C=1N(C=C(C2)C=2C=NN(C2)C)N=CC1C#N